1-(5-ethyl-2-methylthiophene-3-yl)-7-methyl-9H-pyrido[3,4-b]indole C(C)C1=CC(=C(S1)C)C1=NC=CC2=C1NC1=CC(=CC=C21)C